2-(bromomethyl)-1-methoxy-3-(trifluoromethyl)benzene BrCC1=C(C=CC=C1C(F)(F)F)OC